4-(2-(2-(1-methyl-1H-pyrazol-4-yl)ethoxy)-6-(5-methyl-3-(m-tolyl)-1H-pyrazol-1-yl)pyrimidin-4-yl)morpholine CN1N=CC(=C1)CCOC1=NC(=CC(=N1)N1CCOCC1)N1N=C(C=C1C)C=1C=C(C=CC1)C